O[C@H]([C@H]1C(CCCC1)=O)C1=CC(=CC=C1)[N+](=O)[O-] (S)-2-((R)-hydroxy(3-nitrophenyl)methyl)cyclohexane-1-one